CN(C(C(=C)C)=O)C N,N-dimethyl-2-methylacrylamide